(S)-3-((4-chlorobenzyl)(4-((4-methoxyphenyl)sulfonamido)naphthalen-1-yl)amino)butanoic acid ClC1=CC=C(CN([C@H](CC(=O)O)C)C2=CC=C(C3=CC=CC=C23)NS(=O)(=O)C2=CC=C(C=C2)OC)C=C1